N-(quinolin-8-yl)cyclopropanecarboxamide N1=CC=CC2=CC=CC(=C12)NC(=O)C1CC1